2'-(2,2,2-trifluoroethoxy)-[1,1'-biphenyl]-2-sulfonamide FC(COC1=C(C=CC=C1)C=1C(=CC=CC1)S(=O)(=O)N)(F)F